C(#N)C1=C(C=CC=C1)C(C(C)C=1N(C(C(=C(N1)C(=O)[O-])OC)=O)C)C=1C=NN(C1)CC(C)(C)OC 2-[1-(2-cyanophenyl)-1-[1-(2-methoxy-2-methylpropyl)pyrazol-4-yl]propan-2-yl]-5-methoxy-1-methyl-6-oxopyrimidine-4-carboxylate